FC(OC[C@@H](C1=CC(=CC=C1)OC(F)F)NC(C[C@@H](C1(CC1)C(F)(F)F)O)=O)F (S)-N-((R)-2-(difluoromethoxy)-1-(3-(difluoromethoxy)phenyl)ethyl)-3-hydroxy-3-(1-(trifluoro-methyl)cyclopropyl)propionamide